BrC1=NC(=NC=C1)C(F)(F)F 4-Bromo-2-(trifluoromethyl)pyrimidine